ClC=1C=C(C=CC1F)NC1=NC=NC2=CC(=C(C=C12)N)OC N-(3-chloro-4-fluorophenyl)-7-methoxy-6-aminoquinazolin-4-amine